NC1=CC(=C(C=O)C=C1N)F 4,5-DIAMINO-2-FLUOROBENZALDEHYDE